P(=O)(OCC(COP(=O)([O-])[O-])(CCl)CCl)([O-])[O-] 2,2-bis(chloromethyl)-propane-1,3-diyl bisphosphate